(2R)-2-({methyl[1-phenyl-2-(2,2,2-Trifluoroacetamido)ethyl]carbamoyl}amino)-3-phenylpropionic acid CN(C(=O)N[C@@H](C(=O)O)CC1=CC=CC=C1)C(CNC(C(F)(F)F)=O)C1=CC=CC=C1